COC1=C(C2=CC=C3C=CC=C4C=CC(=C1)C2=C43)C=O methoxypyrenecarboxaldehyde